N-(2-(4-(dimethyl-amino)-[1,4'-bipiperidine]-1'-yl)-5-((6-((R)-3-(4-fluorophenyl)-isoxazolidine-2-yl)pyrimidine-4-yl)amino)-4-methoxyphenyl)acrylamide CN(C1CCN(CC1)C1CCN(CC1)C1=C(C=C(C(=C1)OC)NC1=NC=NC(=C1)N1OCC[C@@H]1C1=CC=C(C=C1)F)NC(C=C)=O)C